COC(=O)C=1C=C2C(=CC1)NC(C21CCN(CC1)C(C1=CC=C(C=C1)Cl)=O)=O.C(C)(C)(C)P(CC=C(C)C)C(C)(C)C di-tert-butyl-(3-methyl-2-butenyl)phosphine methyl-1'-(4-chlorobenzoyl)-2-oxospiro[indoline-3,4'-piperidine]-5-carboxylate